ClC1=CC=C2C(=N1)N(C=N2)CC2(CCOCC2)O 4-((5-chloro-3H-imidazo[4,5-b]pyridin-3-yl)methyl)tetrahydro-2H-pyran-4-ol